C(C)(=O)C1=CC=C(C=C1)N=NC(C(=O)N)=C1NC(CC2=CC=CC=C12)(C)C 2-[(4-Acetylphenyl)azo]-2-(3,4-dihydro-3,3-diMethyl-1(2H)-isoquinolinylidene)acetaMide